2-hydroxy-3,8-naphthalenedisulfonic acid OC1=CC2=C(C=CC=C2C=C1S(=O)(=O)O)S(=O)(=O)O